C1(=CC=C(C=C1)C(=O)OCCC[C@@H]1O[C@H](C(C1)=C)CC[C@H](C[C@H](C(=C)I)C)OC(=O)C1=CC=C(C=C1)C1=CC=CC=C1)C1=CC=CC=C1 3-((2S,5S)-5-((3R,5R)-3-(([1,1'-biphenyl]-4-carbonyl)oxy)-6-iodo-5-methylhept-6-en-1-yl)-4-methylenetetrahydrofuran-2-yl)propyl [1,1'-biphenyl]-4-carboxylate